3-(1H-1,2,4-triazol-5-yl)pyrrolidin N1N=CN=C1C1CNCC1